S1CC(C2C1=CC=CC2)C(=O)O tetrahydrobenzothiophene-3-carboxylic acid